C1(=CC=C(C=C1)C1=CC=CC2=C1N=C(O2)SCC2=CC=C(C=C2)C(F)(F)F)C (p-tolyl)-2-((4-(trifluoromethyl)benzyl)thio)benzo[d]oxazole